4,4'-(1,3-dimethylbutylene)diphenol CC(CC(CC1=CC=C(C=C1)O)C)C1=CC=C(C=C1)O